2-((2,6-bis(((tert-butyldimethylsilyl)oxy)methyl)isonicotinamido)methyl)propanoate [Si](C)(C)(C(C)(C)C)OCC=1C=C(C(=O)NCC(C(=O)[O-])C)C=C(N1)CO[Si](C)(C)C(C)(C)C